3,4-dichloro-10-(1H-pyrazol-4-yl)-6,7,8,9-tetrahydropyrido[1,2-a]indole-8-carboxylic acid ClC1=CC=C2C(=C3N(C2=C1Cl)CCC(C3)C(=O)O)C=3C=NNC3